trans-4-{[(6-trifluoromethylquinolin-4-yl)amino]Methyl}cyclohexane-1-carboxylic acid FC(C=1C=C2C(=CC=NC2=CC1)NC[C@@H]1CC[C@H](CC1)C(=O)O)(F)F